6-(2,7-Dichloro-8-fluoropyrido[4,3-d]pyrimidin-4-yl)-2-oxa-6-azabicyclo[5.1.0]octane ClC=1N=C(C2=C(N1)C(=C(N=C2)Cl)F)N2CCCOC1CC21